2-{[1,3-dimethyl-7-(4-methylpiperazin-1-yl)-2,4-dioxo-1,2,3,4-tetrahydropyrido[2,3-d]pyrimidin-5-yl]amino}-N-[4-(trifluoromethoxy)phenyl]acetamide CN1C(N(C(C2=C1N=C(C=C2NCC(=O)NC2=CC=C(C=C2)OC(F)(F)F)N2CCN(CC2)C)=O)C)=O